N-[2-(N-vinyl-benzylamino)ethyl]-3-aminopropyl-trimethoxysilane C(=C)N(CCNCCC[Si](OC)(OC)OC)CC1=CC=CC=C1